O.[Ni].[Co] cobalt-nickel water